3-(2,6-Dichlorophenyl)-4-(3'-carboxy-2-chlorostilben-4-yl)oxymethyl-5-isopropylisoxazole ClC1=C(C(=CC=C1)Cl)C1=NOC(=C1COC1=CC(=C(C=C1)C=CC1=CC(=CC=C1)C(=O)O)Cl)C(C)C